BrC1=CC=2N(CC=3N(C2N=C1C)C=NN3)CCCC 3-bromo-5-butyl-2-methylpyrido[3,2-e][1,2,4]Triazolo[4,3-a]Pyrazine